C(C1CO1)OCCC[Si](OCC)(OCC)OCC 3-(2,3-epoxypropoxy)propyl-triethoxysilicon